ClC=1C=C2C=C(N=CC2=C(N1)Cl)NC(=O)[C@H]1[C@@H](C1)COC |r| (±)-trans-N-(6,8-dichloro-2,7-naphthyridin-3-yl)-2-(methoxymethyl)cyclopropanecarboxamide